OCC1CC=2C(=NC=3N(C2NC2CC(C2)NC(OC(C)(C)C)=O)N=CC3)C13CC3 tert-Butyl ((1R,3R)-3-((6-(hydroxymethyl)-6,7-dihydrospiro[cyclopenta[d]pyrazolo[1,5-a]pyrimidine-5,1'-cyclopropan]-8-yl)amino)cyclobutyl)carbamate